ClC=1C=CC(=NC1)C1=CC=C(CN2CCN(CC2)CC=2C=C3CN(C(C3=CC2)=O)C2C(NC(CC2)=O)=O)C=C1 3-(5-((4-(4-(5-chloropyridin-2-yl)benzyl)piperazin-1-yl)methyl)-1-oxoisoindolin-2-yl)piperidine-2,6-dione